5-chloro-1'-{2-[(2-{6-hydroxy-2-azaspiro[3.3]heptan-2-yl}pyrimidin-5-yl)oxy]ethyl}-1,2-dihydrospiro[indole-3,4'-piperidin]-2-one ClC=1C=C2C(=CC1)NC(C21CCN(CC1)CCOC=1C=NC(=NC1)N1CC2(C1)CC(C2)O)=O